NC=1C2=C(N=CN1)N(C=C2C2=CC=C(C1=C2CC(O1)(C)C)NC(=O)NC1=CC(=C(C=C1)OC1CCN(CC1)CC)C(F)(F)F)C1CC1 1-(4-(4-amino-7-cyclopropyl-7H-pyrrolo[2,3-d]pyrimidin-5-yl)-2,2-dimethyl-2,3-dihydrobenzofuran-7-yl)-3-(4-((1-ethylpiperidin-4-yl)oxy)-3-(trifluoromethyl)phenyl)urea